C(C)(C)(C)OC(NCC1=CC=C(C=C1)Br)=O (4-Bromobenzyl)carbamic acid tert-butyl ester